Cl.Cl.COC1=CC=C(C=C1)[C@H]1[C@@H](CNCC1)CN(C1=CC=C2CNC(C2=C1)=O)C |r| (+/-)-6-{[(trans-4-(4-methoxyphenyl)piperidin-3-yl)methyl](methyl)-amino}isoindolin-1-one dihydrochloride